5-(N-(2-(5-methoxypyridin-3-yl)ethyl)sulfamoyl)-3-methylbenzofuran-2-carboxylic acid ethyl ester C(C)OC(=O)C=1OC2=C(C1C)C=C(C=C2)S(NCCC=2C=NC=C(C2)OC)(=O)=O